Di-tert-butyl ((((pyridine-2,5-dicarbonyl)bis(azanediyl))bis(4,1-phenylene))bis(methylene))dicarbamate N1=C(C=CC(=C1)C(=O)NC1=CC=C(C=C1)CNC(OC(C)(C)C)=O)C(=O)NC1=CC=C(C=C1)CNC(OC(C)(C)C)=O